(9H-fluoren-9-yl)methyl(5-chloro-6-fluoro-4-(2-((1S,2S)-2-fluorocyclopropane-1-carboxamido)imidazo[1,2-a]pyrazin-6-yl)-1H-indazol-7-yl)carbamate C1=CC=CC=2C3=CC=CC=C3C(C12)OC(N(C=1C(=C(C(=C2C=NNC12)C=1N=CC=2N(C1)C=C(N2)NC(=O)[C@H]2[C@H](C2)F)Cl)F)C)=O